ClC1=CC2=C(N=CN(C2=O)CC2(CCN(CC2)C(=O)C2=CN=C(O2)C2CC2)O)N1C1=CC2=C(CCO2)C=C1 6-Chloro-3-((1-(2-cyclopropyloxazole-5-carbonyl)-4-hydroxypiperidin-4-yl)methyl)-7-(2,3-dihydrobenzofuran-6-yl)-3,7-dihydro-4H-pyrrolo[2,3-d]pyrimidin-4-one